ClC(CCC(=O)[O-])=O 4-chloro-4-oxobutyrate